BrC=1C=C(C=C(C1)Cl)[C@@]1(CN2[C@H](CO1)CN(CC2)C(=O)C2=C(C(=CC=C2)OC)Cl)O ((3R,9aS)-3-(3-bromo-5-chlorophenyl)-3-hydroxyhexahydropyrazino[2,1-c][1,4]oxazin-8(1H)-yl)(2-chloro-3-methoxyphenyl)methanone